CC(C#CCO)(C)O 4-methylpent-2-yn-1,4-diol